(R)-4-(2-chloro-7-(sulfonylmethyl)thieno[3,2-d]pyrimidin-4-yl)-3-methylmorpholine ClC=1N=C(C2=C(N1)C(=CS2)C=S(=O)=O)N2[C@@H](COCC2)C